tert-Butyl N-[2-hydroxy-4-(2-methyl-1,3-dioxolan-2-yl)butyl]carbamate OC(CNC(OC(C)(C)C)=O)CCC1(OCCO1)C